N1(CCCC1)C1=CC=CC=2N(C=NC21)CCC[C@H]2NCCC[C@@H]2O (2R,3S)-2-(3-(4-(pyrrolidin-1-yl)-1H-benzo[d]imidazol-1-yl)propyl)piperidin-3-ol